NCC1=CC=C(O1)C(C)(C)C=1OC(=CC1)CN 2,2-Bis(5-aminomethyl-furan-2-yl)propan